(S)-3-(1'-(((1R,2R)-2-(4-fluorophenyl)cyclopropyl)methyl)-6-oxo-6,8-dihydro-2H,7H-spiro[furo[2,3-e]isoindole-3,4'-piperidin]-7-yl)piperidine-2,6-dione FC1=CC=C(C=C1)[C@H]1[C@@H](C1)CN1CCC2(CC1)COC1=C3CN(C(C3=CC=C12)=O)[C@@H]1C(NC(CC1)=O)=O